C(C)(C)(C)C1=C(C(=O)OOO)C=CC=C1.C(C)(C)(C)OOC(C)=O.S1C2=C(C(=C1)C(=O)NC=1C=C(C=C3C(N[C@H](C13)C1=C(C=CC=C1)C)=O)C(=O)NC)C=CC=C2 (S)-7-(benzo[b]thiophene-3-carboxamido)-N-methyl-3-oxo-1-(o-tolyl)isoindoline-5-carboxamide tert-Butyl-Peroxyacetate (tert-Butyl-peroxy-peroxybenzoate)